[NH4+].[NH4+].[NH4+].[NH4+].C(CN(CC(=O)[O-])CC(=O)[O-])N(CC(=O)[O-])CC(=O)[O-] ethylenediaminetetraacetic acid tetraammonium salt